BrC=1N=NN(C1)CC 4-bromo-1-ethyl-triazole